(S)-1'-(azetidine-3-carbonyl)-5,6-dichlorospiro[indoline-3,3'-pyrrolidin]-2-one N1CC(C1)C(=O)N1C[C@@]2(CC1)C(NC1=CC(=C(C=C12)Cl)Cl)=O